(4-Chlorobutyl)[(1S,4S,5R,8S,9R,12R,13R)-1,5,9-trimethyl-11,14,15,16-tetraoxatetracyclo[10.3.1.04,13.08,13]hexadecan-10-yl]amine ClCCCCNC1[C@@H]([C@@H]2CC[C@H]([C@@H]3CC[C@@]4(OO[C@]32[C@H](O1)O4)C)C)C